C(C)C(CC)(CCCC(CC)(C)CC)C 3,7-diethyl-3,7-dimethylnonane